2-[[1-(4-chloro-2-methyl-pyrazol-3-yl)cyclopropanecarbonyl]amino]-4-[2-(cyclopropoxy)ethyl-[4-(5,6,7,8-tetrahydro-1,8-naphthyridin-2-yl)butyl]amino]butanoic acid ClC1=C(N(N=C1)C)C1(CC1)C(=O)NC(C(=O)O)CCN(CCCCC1=NC=2NCCCC2C=C1)CCOC1CC1